P(O)(=O)(OP(=O)(O)OP(=O)(O)O)OC[C@@H]1[C@H]([C@H]([C@@H](O1)C1=CN(C(=O)NC1=O)CCO)O)O 1-(2-hydroxyethyl)pseudouridine triphosphate